4-(4,4-difluoro-3-methylpiperidin-3-yl)pyridine 1-oxide FC1(C(CNCC1)(C)C1=CC=[N+](C=C1)[O-])F